C(C)N1C(C2=C3C(C(=CC=C13)NS(=O)(=O)C1=CC(=CC=C1)F)=CC=C2)=O N-(1-ethyl-2-oxo-1,2-dihydrobenzo[cd]indol-6-yl)-3-fluorobenzenesulfonamide